C(CCCCCCCCC)NC(C=C)=O N-n-decyl-acrylamide